2-bromo-2-chloro-1,1,1-trifluoroethane BrC(C(F)(F)F)Cl